COC1=C(C=C2C(=NC=NC2=C1)NC=1C=C(C=CC1OC)C1=CC(=CC=C1)C(F)(F)F)OC1CN(C1)C(C=C)=O 1-(3-((7-methoxy-4-((4-methoxy-3'-(trifluoromethyl)-[1,1'-biphenyl]-3-yl)amino)quinazoline-6-yl)oxy)azetidin-1-yl)prop-2-en-1-one